CS(=O)(=O)/C=C/[C@@H](C)NC(=O)C1=NC=C(N=C1)N1C(CCC1)C1=C(C=CC=C1)C(F)(F)F N-((R,E)-4-(Methylsulfonyl)but-3-en-2-yl)-5-(2-(2-(trifluoromethyl)phenyl)pyrrolidin-1-yl)pyrazine-2-carboxamide